ClC(=CC1C(C1C(=O)[O-])(C)C)Cl 3-(2,2-dichlorovinyl)-2,2-dimethylcyclopropanecarboxylate